ClCC1=C(C=C(C=C1)CCC)SC (2-(chloromethyl)-5-propylphenyl)(methyl)sulfane